tert-butyl (N-(2-fluoro-4-(7H-pyrrolo[2,3-d]pyrimidin-4-yl)benzyl)sulfamoyl)carbamate FC1=C(CNS(=O)(=O)NC(OC(C)(C)C)=O)C=CC(=C1)C=1C2=C(N=CN1)NC=C2